3,4-dichloro-N-(3-(1-((6-fluoropyridin-3-yl)amino)-1-oxopropan-2-yl)bicyclo[1.1.1]pentan-1-yl)benzamide ClC=1C=C(C(=O)NC23CC(C2)(C3)C(C(=O)NC=3C=NC(=CC3)F)C)C=CC1Cl